(4-(ethylsulfonyl)benzyl)-6-methyl-5-oxo-5,6,7,8-tetrahydro-quinoline-2-carboxamide C(C)S(=O)(=O)C1=CC=C(CC=2C(=NC=3CCC(C(C3C2)=O)C)C(=O)N)C=C1